NC=1C2C(N=CN1)N(N=C2C2=CC=C(C=C2)OC2=CC=CC=C2)C2CCN(CC2)C(=O)N2CC(C2)C2CN(C2)C=2C=C1CN(C(C1=CC2)=O)C2C(NC(CC2)=O)=O 3-(5-(1'-(4-(4-amino-3-(4-phenoxyphenyl)-3a,7a-dihydro-1H-pyrazolo[3,4-d]pyrimidin-1-yl)piperidine-1-carbonyl)-[3,3'-biazetidin]-1-yl)-1-oxoisoindolin-2-yl)piperidine-2,6-dione